5-{7-[(8r,9r)-9-fluoro-5-azaspiro[3.5]nonan-8-yl]-7H-pyrrolo[2,3-c]pyridazin-3-yl}-2-methyl-1,3-benzothiazol-6-ol F[C@@H]1[C@@H](CCNC12CCC2)N2C=CC1=C2N=NC(=C1)C=1C(=CC2=C(N=C(S2)C)C1)O